C(C=C)C1=CC(=C(C(=C1)C(C)C)O)C(C)C 4-(2-propenyl)-2,6-diisopropylphenol